[Na+].OC(CC(=O)[O-])CC 3-hydroxyvaleric acid sodium salt